tert-butyl N-[[2-(chloromethyl)imidazo[1,2-a]pyridin-6-yl]methyl]-N-(cyclobutylmethyl)carbamate ClCC=1N=C2N(C=C(C=C2)CN(C(OC(C)(C)C)=O)CC2CCC2)C1